1-(4-chloro-3-trifluoromethylphenyl)-3-(6-(morpholine-4-carbonyl)-2,3,4,9-tetrahydro-1H-carbazol-3-yl)urea ClC1=C(C=C(C=C1)NC(=O)NC1CCC=2NC3=CC=C(C=C3C2C1)C(=O)N1CCOCC1)C(F)(F)F